O=C1NC(CCC1C1=C(C=C(C=C1F)N1CCC2(CC(OC2)C=O)CC1)F)=O 8-(4-(2,6-dioxopiperidin-3-yl)-3,5-difluorophenyl)-2-oxa-8-azaspiro[4.5]decane-3-carbaldehyde